N-(4-isopropylbenzenesulfonyl)-α-(4-carboxy-2-n-propyl-phenoxy)-3,4-methylenedioxy-d2-phenylacetamide C(C)(C)C1=CC=C(C=C1)S(=O)(=O)NC(C(OC1=C(C=C(C=C1)C(=O)O)CCC)C1=CC2=C(C=C1)OC(O2)([2H])[2H])=O